FC1(CCN(CC1)CC1=CC=C(C=C1)C1=CC=C(C=C1)CC1=CC=C(C=C1)N1N=C(N=C1C)C(=O)N)F 1-(4-((4'-((4,4-difluoropiperidin-1-yl)methyl)-[1,1'-biphenyl]-4-yl)methyl)phenyl)-5-methyl-1H-1,2,4-triazole-3-carboxamide